CN1C=NC=C1C(=O)[O-] 1-methyl-1H-imidazole-5-carboxylate